tri(2-methyl-4-heptyl) citrate C(CC(O)(C(=O)OC(CC(C)C)CCC)CC(=O)OC(CC(C)C)CCC)(=O)OC(CC(C)C)CCC